6-Bromo-(2-bromophenyl)-4-oxo-2-thioxo-1,2,3,4-tetrahydroquinazoline BrC=1C=C2C(NC(N(C2=CC1)C1=C(C=CC=C1)Br)=S)=O